BrC1=CC=C(C=C1)[C@]12[C@](C3=NC=C(C=C3O1)Cl)([C@@H]([C@]([C@H]2C2=CC=CC=C2)(C(=O)OC)F)O)O |&1:18| Rac-methyl (5aR,6S,8S,8aS)-5a-(4-bromophenyl)-3-chloro-7-fluoro-8,8a-dihydroxy-6-phenyl-5a,7,8,8a-tetrahydro-6H-cyclopenta[4,5]furo[3,2-b]pyridine-7-carboxylate